CNC(=O)C=1C=NC=NC1 N-methylpyrimidine-5-carboxamide